ClC=1C=CC(=C(OC2C(C2)C(=O)O)C1)N1CCC(CC1)(C)C 5-chloro-2-(4,4-dimethylpiperidin-1-ylphenoxy)cyclopropane-1-carboxylic acid